1-(6-(((5-(2-Aminopyridin-4-yl)-7H-pyrrolo[2,3-d]pyrimidin-4-yl)amino)methyl)pyridin-2-yl)azetidin-3-ol NC1=NC=CC(=C1)C1=CNC=2N=CN=C(C21)NCC2=CC=CC(=N2)N2CC(C2)O